NC1=CC=C(C=C1)CCN1[C@H](OCC1=O)C1=CN(C=C1C1=CC=C(C=C1)F)C1=CC=C(C=C1)Br (2R)-3-(4-aminophenylethyl)-2-(1-(4-bromophenyl)-4-(4-fluorophenyl)-1H-pyrrol-3-yl)oxazolidin-4-one